C(CCCCCCCCCCCCCCCCC)(=O)OCC(CO)OC(CCCCCCCCCCCCCCCCC)=O 3-hydroxypropane-1,2-diyl distearate